7-Dimethylamino-4-methylcoumarin CN(C1=CC=C2C(=CC(OC2=C1)=O)C)C